S1C=NC2=C1C=C(C=C2)S(=O)(=O)N2CC1=C(C2)CN(C1)C(=O)NCC1=C(C=CC=C1)OC 5-(1,3-Benzothiazole-6-sulfonyl)-N-[(2-methoxyphenyl)methyl]-1H,2H,3H,4H,5H,6H-pyrrolo[3,4-c]pyrrole-2-carboxamide